COC([C@H](CC1=CC=C(C=C1)OC)NC(C(C)N1C(=NC=C1)CC1=CC=CC=C1)=O)=O (2S)-2-[2-(2-benzylimidazol-1-yl)propionamido]-3-(4-methoxyphenyl)propionic acid methyl ester